(3-chloro-4-fluorophenyl)(4-chlorophenyl)methanamine HCl Cl.ClC=1C=C(C=CC1F)C(N)C1=CC=C(C=C1)Cl